1-(5-Bromo-2-(2-oxa-6-azaspiro[3.3]hept-6-yl)phenyl)-N,N-dimethylmethanamine BrC=1C=CC(=C(C1)CN(C)C)N1CC2(COC2)C1